(Ra)-6-(4-fluoro-1-((racemic)-1-(3'-methoxy-[1,1'-biphenyl]-4-yl)-ethyl)-1H-indole-7-carboxamido)spiro[3.3]heptane-2-carboxylic acid FC1=C2C=CN(C2=C(C=C1)C(=O)NC1CC2(CC(C2)C(=O)O)C1)[C@H](C)C1=CC=C(C=C1)C1=CC(=CC=C1)OC |r|